ClC1=CN=C2C=CC(=NC2=C1COC1CC1)OC 7-chloro-8-(cyclopropoxymethyl)-2-methoxy-1,5-naphthyridine